CN1CCC(CC1)C1=CNC2=CC=CC=C12 3-(1-methylpiperidin-4-yl)-1H-indole